vinylimidazoliumOne C(=C)[N+]=1C(N=CC1)=O